NC1=CC(=NC(=C1)NC1=CC(=CC=C1)OC)C(=O)NC1=CC=CC=C1 4-Amino-6-((3-methoxyphenyl)amino)-N-phenylpyridineamide